ClC[C@@H]1OC(OC1)=S |r| (rac)-4-chloromethyl-1,3-dioxolan-2-thione